hydroxynervonic acid CCCCCCCC/C=C\CCCCCCCCCCCCC(C(=O)O)O